ClC1=CC=C(C=C1)N1C(C2(CCOC2=O)CC1)=O 7-(4-chlorophenyl)-2-oxa-7-azaspiro[4.4]nonane-1,6-dione